1-[1-(3-methylphenyl)cyclopentyl]-1,2-ethanediamine CC=1C=C(C=CC1)C1(CCCC1)C(CN)N